5-(2-chloropyrimidin-4-yl)-7-fluoro-1-methyl-1H-indazole ClC1=NC=CC(=N1)C=1C=C2C=NN(C2=C(C1)F)C